N-[2-(4-methylpiperazin-1-yl)-6-piperazin-1-yl-pyrimidin-4-yl]naphthalene-1-carboxamide CN1CCN(CC1)C1=NC(=CC(=N1)NC(=O)C1=CC=CC2=CC=CC=C12)N1CCNCC1